C12CN(CC(CC1)O2)CCN 2-(8-oxa-3-azabicyclo[3.2.1]octan-3-yl)ethan-1-amine